O=C1NC(CCC1N1C(C2=CC=C(C=C2C1=O)O)=O)=O 2-(2,6-dioxo-3-piperidyl)-5-hydroxy-isoindoline-1,3-dione